O=C1NC(CCC1N1C(C2=CC=CC(=C2C1=O)NCC=1C=NN(C1)C1CCN(CC1)C(C(C(F)(F)F)(C(F)(F)F)C)=O)=O)=O 2-(2,6-dioxopiperidin-3-yl)-4-(((1-(1-(3,3,3-trifluoro-2-methyl-2-(trifluoromethyl)propanoyl)piperidin-4-yl)-1H-pyrazol-4-yl)methyl)amino)isoindoline-1,3-dione